CC1C=C2N=CC(=NC2=CC1C)CCC 6,7-dimethyl-2-propyl-6,7-dihydroquinoxaline